C(#N)C1=CC(=C2C(=NN(C2=C1)C[C@@H]1CC[C@H](CC1)C(=O)OC)C)F methyl trans-4-[(6-cyano-4-fluoro-3-methyl-indazol-1-yl)methyl]cyclohexanecarboxylate